Ethyl (Z)-3-(2-(1-(trifluoromethyl)cyclopropane-1-carbonyl)-2,6-diazaspiro[3.4]octan-8-yl)-2-((6-(4-(trifluoromethyl)phenyl)pyridin-2-yl)methyl)acrylate FC(C1(CC1)C(=O)N1CC2(C1)CNCC2\C=C(/C(=O)OCC)\CC2=NC(=CC=C2)C2=CC=C(C=C2)C(F)(F)F)(F)F